C(C(C)C)N1C(NC(C=2NC(=NC12)C)=O)=O L-3-isobutyl-methylxanthine